OC1(COC1)C1=C(C=C(C=C1)C(=O)N1CCC(CC1)OC1=CC=C(C=C1)C(F)(F)F)C (4-(3-hydroxyoxetan-3-yl)-3-methylphenyl)(4-(4-(trifluoromethyl)phenoxy)piperidin-1-yl)methanone